N-(L-lysyl)-N-(8-aminooctyl)glycine N[C@@H](CCCCN)C(=O)N(CC(=O)O)CCCCCCCCN